N1[C@@H](CC1)COC=1C=CC(=C(C(=O)NC2(CC2)C2=C3C=CC(=NC3=CC(=C2)C2=NC=C(C=N2)C)C)C1)C (S)-5-(azetidin-2-ylmethoxy)-2-methyl-N-(1-(2-methyl-7-(5-methylpyrimidin-2-yl)quinolin-5-yl)cyclopropyl)benzamide